NCCC=1C=NC(=NC1)C1=C(C=C(C#N)C=C1)OC=1SC(=NN1)C1=CC=NC=C1 4-[5-(2-aminoethyl)pyrimidin-2-yl]-3-[(5-pyridin-4-yl-1,3,4-thiadiazol-2-yl)oxy]benzonitrile